FC=1C(=NC(=NC1)N[C@H]1[C@@H](COCC1)O)C=1C=C2C(=C(C=NC2=CC1)C=O)C(C)C 6-(5-fluoro-2-(((3S,4R)-3-hydroxytetrahydro-2H-pyran-4-yl)amino)pyrimidin-4-yl)-4-isopropylquinoline-3-carbaldehyde